Nicotine Palmitate C(CCCCCCCCCCCCCCC)(=O)O.N1=CC=CC(=C1)C1N(C)CCC1